2,2-difluoro-4-(phenoxy)-methyl-3,4-dihydro-1-naphthalenone FC1(C(C2=CC=CC=C2C(C1C)OC1=CC=CC=C1)=O)F